1-isopropyl-3-(3-(phenylthio)phenyl)-5-methyl-pyrazol-4-ol C(C)(C)N1N=C(C(=C1C)O)C1=CC(=CC=C1)SC1=CC=CC=C1